Cl.FC=1C=C2C(=NN(C2=CC1C1CCNCC1)C)N1C(NC(CC1)=O)=O 1-[5-fluoro-1-methyl-6-(4-piperidyl)indazol-3-yl]hexahydropyrimidine-2,4-dione hydrochloric acid salt